NC=1C2=C(N(C(N1)=O)C1=C(C=CC=C1)C)N=C(C=C2)C(F)(F)F 4-amino-1-(2-methylphenyl)-7-(trifluoromethyl)pyrido[2,3-d]pyrimidin-2(1H)-one